Benzyl (R)-(1-((2,2-dimethoxyethyl)amino)-3-hydroxy-1-oxopropan-2-yl)carbamate COC(CNC([C@@H](CO)NC(OCC1=CC=CC=C1)=O)=O)OC